C(C)(C)C1=C(C(=CC(=C1)C(C)C)C(C)C)S(=O)(=O)[O-] 2,4,6-Triisopropylbenzenesulfonate